C(C)(C)(C)OC(=O)N1[C@@H](C[C@@H](C1)F)C(=O)O (2s,4s)-1-(t-butoxycarbonyl)-4-fluoropyrrolidine-2-carboxylic acid